({2-[(oxan-4-yl)sulfamoyl]phenyl}amino)acetic acid O1CCC(CC1)NS(=O)(=O)C1=C(C=CC=C1)NCC(=O)O